Cl.O=C1N(CCN1C1=CC=C(C=C1)C1CCNCC1)C1C(NC(CC1)=O)=O 3-(2-oxo-3-(4-(piperidin-4-yl)phenyl)imidazolin-1-yl)piperidine-2,6-dione hydrochloride